(S)-1-(2-((1-((6-bromopyridin-2-yl)amino)-3-methyl-1-oxobutan-2-yl)(methyl)amino)-2-oxoethyl)-1H-indazole-3-carboxamide BrC1=CC=CC(=N1)NC([C@H](C(C)C)N(C(CN1N=C(C2=CC=CC=C12)C(=O)N)=O)C)=O